ClC=1C=CC2=C(C=C(O2)C2=CN=CC3=C2SCCN3S(=O)(=O)N3CC(C3)C#N)C1 1-((8-(5-Chlorobenzofuran-2-yl)-2,3-dihydro-4H-pyrido[4,3-b][1,4]thiazin-4-yl)sulfonyl)azetidine-3-carbonitrile